FC=1C=C(CN2C=NC3=NC=C(C=C32)C=3C=C(C(N(C3)C)=O)C)C=CC1OC 5-(1-(3-fluoro-4-methoxybenzyl)-1H-imidazo[4,5-b]pyridin-6-yl)-1,3-dimethylpyridin-2(1H)-one